O1CCC(CC1)OC=1C=CC(=NC1)C=1N=C(SC1)NC1=NC=CC(=C1)C(F)(F)F 4-(5-(tetrahydro-2H-pyran-4-yloxy)pyridin-2-yl)-N-(4-(trifluoromethyl)pyridin-2-yl)thiazol-2-amine